Racemic-Thiuronium [NH2+]=C(S)N